2-((1-benzyl-6-fluoro-1H-indol-5-yl)amino)-5-cyclopropyl-nicotinic acid C(C1=CC=CC=C1)N1C=CC2=CC(=C(C=C12)F)NC1=C(C(=O)O)C=C(C=N1)C1CC1